(R)-3-(6-(1-(tert-butoxycarbonyl)-3-methyl-1H-pyrrolo[2,3-b]pyridin-5-yl)-1,2,3,4-Tetrahydroisoquinolin-8-yl)morpholine-4-carboxylic acid tert-butyl ester C(C)(C)(C)OC(=O)N1[C@@H](COCC1)C=1C=C(C=C2CCNCC12)C=1C=C2C(=NC1)N(C=C2C)C(=O)OC(C)(C)C